FC1=C(C=C(C=C1)C1=CN=C(S1)C)[N+](=O)[O-] 5-(4-fluoro-3-nitrophenyl)-2-methylthiazole